N-methylbutane-1,4-diamine tris(2r,3r)-tartrate C(=O)(O)C(O)C(O)C(=O)O.C(=O)(O)C(O)C(O)C(=O)O.C(=O)(O)C(O)C(O)C(=O)O.CNCCCCN